FC1(CC(CC1)CCN)F 2-(3,3-difluorocyclopentyl)ethylamine